2-methyl-N-[(1R)-1-(1-naphthyl)ethyl]-5-(1,2,3,6-tetrahydropyridin-4-yl)benzamide hydrochloride Cl.CC1=C(C(=O)N[C@H](C)C2=CC=CC3=CC=CC=C23)C=C(C=C1)C=1CCNCC1